2-(2-hydroxy-3,5-di-tert-butylphenyl)-2H-Benzotriazole OC1=C(C=C(C=C1C(C)(C)C)C(C)(C)C)N1N=C2C(=N1)C=CC=C2